iodotriphenoxysilane I[Si](OC1=CC=CC=C1)(OC1=CC=CC=C1)OC1=CC=CC=C1